6-chloro-N-(1-(2-methoxyethyl)-1H-indazol-7-yl)pyridine-3-sulfonamide ClC1=CC=C(C=N1)S(=O)(=O)NC=1C=CC=C2C=NN(C12)CCOC